C(#N)C1=C(C=CC(=C1)C1=NN(C=N1)C1=NC=C(C=C1)OC(F)(F)F)NC(=O)\N=C\1/SCC(N1C1=C(C=CC(=C1)N(C)C)CCC)=O (Z)-1-(2-cyano-4-(1-(5-(trifluoromethoxy)pyridin-2-yl)-1H-1,2,4-triazol-3-yl)phenyl)-3-(3-(5-(dimethylamino)-2-propylphenyl)-4-oxothiazolidin-2-ylidene)urea